C(=O)O.[C@H](C)(CC)[C@@H]1N(CC2=C(NC1=O)C=CC=C2)C(N)=N (S)-3-((S)-sec-butyl)-2-oxo-1,2,3,5-tetrahydro-4H-benzo[e][1,4]diazepine-4-carboximidamide formic acid salt